NC1=CC=CC(=N1)S(=O)(=O)NC(=O)C=1C(=NC(=CC1)C(C)(C)C)N1C(C(CC1)C1CCOCC1)(C)C N-[(6-Amino-2-pyridyl)sulfonyl]-6-tert-butyl-2-(2,2-dimethyl-3-tetrahydropyran-4-yl-pyrrolidin-1-yl)pyridin-3-carboxamid